8-((2-chloropyrimidin-yl)methyl)-3-isopropylpyrido[2,3-d]pyrimidine-2,4(3h,8h)-dione ClC1=NC=CC(=N1)CN1C=CC=C2C1=NC(N(C2=O)C(C)C)=O